(2-(1-(2-chloroacetyl)piperidin-4-yl)-8-fluoro-7-(2-hydroxypropan-2-yl)imidazo(1,2-a)pyridin-6-yl)-6-(2,2-difluorocyclopropyl)pyridineamide ClCC(=O)N1CCC(CC1)C=1N=C2N(C=C(C(=C2F)C(C)(C)O)C=2C(=NC(=CC2)C2C(C2)(F)F)C(=O)N)C1